COC1=CC(=CC=2CCOC21)C2=NOC(=C2)C2=CC(=CC=C2)[N+](=O)[O-] 3-(7-methoxy-2,3-dihydrobenzofuran-5-yl)-5-(3-nitrophenyl)isoxazole